ClC=1C=C(C=C(C1)Cl)C1=CC(=CC(=N1)OC=1C=CC(=NC1)N1CCN(CC1)C(=O)OC(C)(C)C)CN1CCC(CC1)CC(=O)NCC tert-Butyl 4-(5-((6-(3,5-dichlorophenyl)-4-((4-(2-(ethylamino)-2-oxoethyl)piperidin-1-yl)methyl)pyridin-2-yl)oxy)pyridin-2-yl)piperazine-1-carboxylate